FC1(OC2=C(O1)C=CC(=C2)CC=2OC=C(N2)C(=O)OCC)F ethyl 2-((2,2-difluorobenzo[d][1,3]dioxol-5-yl)methyl)oxazole-4-carboxylate